5-amino-N-(2-{4-amino-7-oxa-2-azaspiro[4.5]decan-2-yl}-4-fluoro-5,6,7,8-tetrahydroquinolin-6-yl)-2,4-dimethylthieno[2,3-d]pyrimidine-6-carboxamide NC1=C(SC=2N=C(N=C(C21)C)C)C(=O)NC2CC=1C(=CC(=NC1CC2)N2CC1(C(C2)N)COCCC1)F